C(C)OC(=O)C=1N=CC=2CN(CCC2C1)C1=CC(=NC(=C1)F)N1CC(CC1)(F)F 7-(2-(3,3-Difluoropyrrolidin-1-yl)-6-fluoropyridin-4-yl)-5,6,7,8-tetrahydro-2,7-naphthyridine-3-carboxylic acid ethyl ester